C(C1=CC=CC=C1)OC1CC(C1)(O)C(F)F 3-(benzyloxy)-1-(difluoromethyl)cyclobutan-1-ol